C12OCC(CC1)C2 2-Oxabicyclo[2.2.1]heptan